(R)-2-(4-(4-((2-(6-oxo-5-(trifluoromethyl)-1,6-dihydropyridazin-4-yl)isoindolin-1-yl)methoxy)picolinoyl)piperazin-1-yl)pyrimidine-5-carbonitrile O=C1C(=C(C=NN1)N1[C@H](C2=CC=CC=C2C1)COC1=CC(=NC=C1)C(=O)N1CCN(CC1)C1=NC=C(C=N1)C#N)C(F)(F)F